FCC1(CC1)N1C=C2C(N=C(NC2=O)C)=CC1=O 6-(1-(Fluoromethyl)cyclopropyl)-2-methylpyrido[4,3-d]pyrimidine-4,7(3H,6H)-dione